N-((5-(1-isopropyl-1H-pyrazol-5-yl)-2-methoxyphenyl)sulfonyl)-5-(1H-pyrazol-1-yl)quinoline-2-carboxamide C(C)(C)N1N=CC=C1C=1C=CC(=C(C1)S(=O)(=O)NC(=O)C1=NC2=CC=CC(=C2C=C1)N1N=CC=C1)OC